Cl.Cl.N[C@@H](CC(C)C)C(=O)N=S(=O)(C1=CSC(=C1)Cl)NC([C@H](CC(C)C)N)=O (2S)-N-(N-(L-leucyl)-5-chlorothiophene-3-sulfonimidoyl)-2-amino-4-methylpentanamide dihydrochloride